BrC1=CC=C(C=C1)C=1N=C(NC1)C 4-(4-bromophenyl)-2-methyl-1H-imidazole